2-(2,2-difluoroethyl)-3-fluoroaniline FC(CC1=C(N)C=CC=C1F)F